1-(3-bromo-5-(trifluoromethoxy)phenyl)-3-(3,5-dichlorophenyl)urea BrC=1C=C(C=C(C1)OC(F)(F)F)NC(=O)NC1=CC(=CC(=C1)Cl)Cl